N-(3-(4-Fluorobutyl-1,1,2,2,3,3,4,4-d8)-4,5-dimethylthiazol-2(3H)-yliden)-2,2,3,3-tetramethylcyclopropan-1-carboxamid FC(C(C(C([2H])([2H])N1C(SC(=C1C)C)=NC(=O)C1C(C1(C)C)(C)C)([2H])[2H])([2H])[2H])([2H])[2H]